methyl (R)-2-amino-2-(2-fluoro-4-hydroxyphenyl)acetate N[C@@H](C(=O)OC)C1=C(C=C(C=C1)O)F